C(C1=CC=CC=C1)C1=CN=C2N1C=CC=C2 3-benzylimidazo[1,2-a]pyridine